(S)-3-(1-(4-methyl-2-(4-(trifluoromethyl)phenyl)quinoline-7-carboxamido)ethyl)benzoic acid CC1=CC(=NC2=CC(=CC=C12)C(=O)N[C@@H](C)C=1C=C(C(=O)O)C=CC1)C1=CC=C(C=C1)C(F)(F)F